FC1=C(C=CC(=C1)F)[C@@H]1N(CCC2=CC=CC=C12)C(=O)[C@H]1CCN(CCO1)C(=O)OC(C)(C)C tert-butyl (R)-7-((R)-1-(2,4-difluorophenyl)-1,2,3,4-tetrahydroisoquinoline-2-carbonyl)-1,4-oxazepane-4-carboxylate